1-(2-methoxy-5-((5-fluoro-1H-indol-3-yl)sulfonyl)phenyl)-4-(2,2,2-trichloroacetyl)piperazine 1-oxide COC1=C(C=C(C=C1)S(=O)(=O)C1=CNC2=CC=C(C=C12)F)[N+]1(CCN(CC1)C(C(Cl)(Cl)Cl)=O)[O-]